fluoro-4-methyl-1,3-dioxolane FC1OCC(O1)C